2,5,8,11-tetramethyl-6-dodecene-5,8-diol CC(C)CCC(C=CC(CCC(C)C)(O)C)(O)C